C1=CC=C(C(=C1)N)F The molecule is a derivative of aniline in which the hydrogen at position 2 has been substituted by fluorine. It is used as a pharmaceutical intermediate It is a primary arylamine and a fluoroaniline.